methyl-2-pyrrolidinopropionyl-L-phenylalanine CN([C@@H](CC1=CC=CC=C1)C(=O)O)C(C(C)N1CCCC1)=O